1-(3,5-DIBROMOPHENYL)-1-TOSYLMETHYL ISOCYANIDE BrC=1C=C(C=C(C1)Br)C(S(=O)(=O)C1=CC=C(C)C=C1)[N+]#[C-]